NC1=CC=C(C=N1)/C=C/C(=O)NCC=1OC2=C(C1)C=C(C=C2C(F)(F)F)C2=NC=C(C=N2)C(=O)OCC (E)-ethyl 2-(2-((3-(6-aminopyridin-3-yl)acrylamido)methyl)-7-(trifluoromethyl)benzofuran-5-yl)pyrimidine-5-carboxylate